N1-(2-(1-(1-methylpiperidin-4-yl)-1H-pyrazol-4-yl)quinolin-4-yl)propane-1,3-diamine CN1CCC(CC1)N1N=CC(=C1)C1=NC2=CC=CC=C2C(=C1)NCCCN